C(C)C(CC(C(C(=O)[O-])S(=O)(=O)O)(C(=O)[O-])CC(CCCC)CC)CCCC.COC=1C=CC2=C(CCC=3C(=C4C=CC(=CC4=[O+]C23)OC)C2=CC=CC=C2)C1.COC=1C=CC2=C(CCC=3C(=C4C=CC(=CC4=[O+]C23)OC)C2=CC=CC=C2)C1 5,6-dihydro-3,10-dimethoxy-7-phenylbenzo[C]xanthylium bis(2-ethylhexyl)sulfosuccinate